tert-butyl-4-(((trifluoromethyl)sulfonyl)oxy)-3,6-dihydropyridine C(C)(C)(C)C1=NCC=C(C1)OS(=O)(=O)C(F)(F)F